ClC1=C(C=C(OCC(=O)N[C@H]2CC[C@@H](NC2)C(=O)NC=2C=NC=C(C2)C(F)(F)F)C=C1)F (2r,5s)-5-[2-(4-chloro-3-fluorophenoxy)acetamido]-N-[5-(trifluoromethyl)pyridin-3-yl]piperidine-2-carboxamide